2,6-dimercaptobenzimidazole SC=1NC2=C(N1)C=C(C=C2)S